3-[(4-bromo-3-fluoro-5-methyl-phenyl)methylene]azetidine, trifluoroacetate salt FC(C(=O)O)(F)F.BrC1=C(C=C(C=C1C)C=C1CNC1)F